(S)-(4-(5-fluorobenzo[d]oxazol-2-yl)-6,7-dihydro-1H-imidazo[4,5-c]pyridin-5(4H)-yl)(2-(2-hydroxypropan-2-yl)-4-(trifluoromethyl)oxazol-5-yl)methanone FC=1C=CC2=C(N=C(O2)[C@H]2N(CCC3=C2N=CN3)C(=O)C3=C(N=C(O3)C(C)(C)O)C(F)(F)F)C1